2-methyl-N-(4-(N-(1-(quinuclidin-4-yl)ethyl)sulfamoyl)naphthalen-1-yl)benzamide CC1=C(C(=O)NC2=CC=C(C3=CC=CC=C23)S(NC(C)C23CCN(CC2)CC3)(=O)=O)C=CC=C1